BrC1=CC=C(C=C1)N(C=O)C(C(CC)=O)C N-(4-bromophenyl)-N-(1-methyl-2-oxo-butyl)carboxamide